C(C)C=1C(=NN2C1N=C(C=C2N2CCOCC2)N2N=C(C=C2)C=2C=C(C=CC2)C)C(=O)O ethyl-7-morpholino-5-(3-(m-tolyl)-1H-pyrazol-1-yl)pyrazolo[1,5-a]pyrimidine-2-carboxylic acid